p-hydroxybromobenzene OC1=CC=C(C=C1)Br